tris[N,N-bis(trimethylsilyl)amino]Yttrium C[Si](N([Si](C)(C)C)[Y](N([Si](C)(C)C)[Si](C)(C)C)N([Si](C)(C)C)[Si](C)(C)C)(C)C